N[C@H](CC=1C=C2N(N=C(C=C2NCC=2OC=CC2)Cl)C1Cl)CF (R)-6-(2-amino-3-fluoropropyl)-2,7-dichloro-N-(furan-2-ylmethyl)pyrrolo[1,2-b]pyridazin-4-amine